FC(OC1=C(C=CC(=C1)N1C[C@H](NCC1)C)NC1=NC=C(C(=N1)NC=1C=CC=C2CNC(C12)=O)C(F)(F)F)F (R)-7-((2-((2-(difluoromethoxy)-4-(3-methylpiperazin-1-yl)phenyl)amino)-5-(trifluoromethyl)pyrimidin-4-yl)amino)isoindolin-1-one